ClC=1C=C(C=CC1C#N)NS(=O)(=O)C1=CC(=C(C=C1)OCC)C1=NN2C(C(N1)=O)=C(N=C2CCC)C N-(3-chloro-4-cyanophenyl)-4-ethoxy-3-(5-methyl-4-oxo-7-propyl-3,4-dihydroimidazo[5,1-f][1,2,4]triazin-2-yl)benzenesulfonamide